1-[4-(difluoromethyl)-3-fluoro-2-pyridinyl]Ethanone FC(C1=C(C(=NC=C1)C(C)=O)F)F